7-chloro-6-[2-methoxy-4-(4-methylpiperazin-1-yl)phenyl]-2-methylquinoline-5,8-dione ClC1=C(C(C=2C=CC(=NC2C1=O)C)=O)C1=C(C=C(C=C1)N1CCN(CC1)C)OC